O=C1N(C=NC2=CC=CC=C12)CC(=O)NN 2-[4-oxoquinazolin-3(4H)-yl]acetohydrazide